FC1=C(C=C(C=C1)C1=CC(=CC=C1)C1=NC(=CC(=N1)C1=COC=C1)C(F)(F)F)C(=O)NO 4-Fluoro-3'-(4-(furan-3-yl)-6-(trifluoromethyl)pyrimidin-2-yl)-N-hydroxy-[1,1'-biphenyl]-3-carboxamide